(R)-2'-methoxy-3,4,5,6-tetrahydro-[1,1'-biphenyl]-3-ol COC1=C(C=CC=C1)C1=C[C@@H](CCC1)O